C(C=C(C)C)C(CC(C)C)OC(CC(C)C)CC=C(C)C trans-prenyl-3-methylbutylether